C(C)(=O)OC\C=C(\CC\C=C(\CC\C=C(\CCC1OC1(C)C)/C)/C)/C (2E,6E,10E)-13-(3,3-dimethyloxiran-2-yl)-3,7,11-trimethyltrideca-2,6,10-trien-1-yl acetate